3-(2-(4-(2,3-dichlorophenyl)piperazin-1-yl)ethyl)-N-ethylazetidin-1-carboxamide ClC1=C(C=CC=C1Cl)N1CCN(CC1)CCC1CN(C1)C(=O)NCC